2-HYDROXY-4-AMINOBUTANOIC ACID OC(C(=O)O)CCN